The molecule is a cinnamate ester obtained by formal condensation of the carboxy group of trans-caffeic acid with one of the hydroxy groups of meso-tartaric acid. It has a role as a metabolite. It is a dicarboxylic acid, a cinnamate ester, a tetraric acid derivative and a member of catechols. It derives from a meso-tartaric acid and a trans-caffeic acid. C1=CC(=C(C=C1/C=C/C(=O)O[C@@H]([C@H](C(=O)O)O)C(=O)O)O)O